P(=O)(O)(O)OC(CC(=O)O)C=C 3-phosphonooxypent-4-enoic acid